C1=CC=CC=2C3=CC=CC=C3C(C12)COC(=O)NCC(=O)NNC(=O)C=1N(C2=CC=CC(=C2C1)N[C@H]1[C@H](CN(CC1)C(=O)OC(C)(C)C)F)CC(F)(F)F tert-butyl (3S,4R)-4-((2-(2-((((9H-fluoren-9-yl)methoxy)carbonyl)glycyl)hydrazine-1-carbonyl)-1-(2,2,2-trifluoroethyl)-1H-indol-4-yl)amino)-3-fluoropiperidine-1-carboxylate